BrC#CC1=CC(=CC(=C1)C#CBr)C#CBr 1,3,5-tris(bromoethynyl)benzene